C(C=C)(=O)N1C(CN(CC1)C1=NC(=NC=2CC(CCC12)N1CCC2=CC=CC=C12)NC1CCN(CC1)CCF)CC#N 2-(1-acryloyl-4-(2-((1-(2-fluoroethyl)piperidin-4-yl)amino)-7-(indolin-1-yl)-5,6,7,8-tetrahydroquinazolin-4-yl)piperazin-2-yl)acetonitrile